di(isononyl) adipate C(CCCCC(=O)OCCCCCCC(C)C)(=O)OCCCCCCC(C)C